(R)-N-(3-((4-amino-1-((S)-1-methylpyrrolidin-3-yl)-1H-pyrazolo[3,4-d]pyrimidin-3-yl)ethynyl)-4-methylphenyl)-3-phenylisoxazolidin-2-carboxamide NC1=C2C(=NC=N1)N(N=C2C#CC=2C=C(C=CC2C)NC(=O)N2OCC[C@@H]2C2=CC=CC=C2)[C@@H]2CN(CC2)C